(R)-2-(3-fluorophenyl) ethylene oxide FC=1C=C(C=CC1)[C@@H]1CO1